O1C(CCC1)NC1OCCC1 ditetrahydrofurylamine